OCCN1CCN(CC1)C=1N=C(C2=C(N1)CN(CC2)C2=CC(=CC1=CC=CC=C21)O)N2CCN(CC2)C(C=C)=O 1-(4-(2-(4-(2-hydroxyethyl)piperazin-1-yl)-7-(3-hydroxynaphthalen-1-yl)-5,6,7,8-tetrahydropyrido[3,4-d]pyrimidin-4-yl)piperazin-1-yl)prop-2-en-1-one